C(#N)C=1C(=C(C(=CC1)C(C)C)CC(=O)O)C(C)C 2-(3-cyano-2,6-diisopropylphenyl)acetic acid